CC1(NC(OC1=O)=O)C 4,4-Dimethyloxazolidine-2,5-dione